C(C)(C)(C)OC(=O)N1C[C@@H](CCC1)N1C([C@@H](CCCC1)N)=O (R)-3-((R)-3-amino-2-oxo-perhydro-azepin-1-yl)-piperidine-1-carboxylic acid tert-butyl ester